(3S,4R)-3-fluoro-4-methoxypiperidine hydrochloride salt Cl.F[C@H]1CNCC[C@H]1OC